1-hydroxy-4-(4-nitrophenoxy)-2-naphthoic acid OC1=C(C=C(C2=CC=CC=C12)OC1=CC=C(C=C1)[N+](=O)[O-])C(=O)O